Ethyl 2-(2-cyclopropylhydrazono)-5-(dimethylamino)-4-(4-fluorophenyl)-3-oxopent-4-enoate C1(CC1)NN=C(C(=O)OCC)C(C(=CN(C)C)C1=CC=C(C=C1)F)=O